Cl.NCC(=O)N1[C@@H](CC(C1)(F)F)C#N (S)-1-(2-aminoacetyl)-4,4-difluoropyrrolidin-2-carbonitrile hydrochloride